methyl 4-(2,3-dichloro-6-methoxyphenyl)pyridine-2-carboxylate ClC1=C(C(=CC=C1Cl)OC)C1=CC(=NC=C1)C(=O)OC